2'-(5-Fluoro-2-((5-morpholino-pyridin-2-yl)amino)pyrimidin-4-yl)-5'-methyl-5',6'-dihydro-4'H-spiro[cyclopentane-1,7'-thieno[3,2-c]pyridin]-4'-one FC=1C(=NC(=NC1)NC1=NC=C(C=C1)N1CCOCC1)C1=CC=2C(N(CC3(C2S1)CCCC3)C)=O